CCCC=CC=CCC=CCCCCCCCCCCC heneicosane-4,6,9-triene